C(CCN)C[C@@H](C(=O)N[C@@H](CCC(=O)O)C(=O)N[C@@H](CCC(=O)O)C(=O)O)N The molecule is a tripeptide composed of one L-lysine and two L-glutamic acid units joined by peptide linkages. It derives from a L-lysine and a L-glutamic acid.